ClCC=1NC2=C(N1)C=CC=C2 2-(chloromethyl)-1,3-benzimidazole